2-Amino-9-((2R,3R,5S)-3-hydroxy-5-(hydroxymethyl)tetrahydrofuran-2-yl)-7-isobutyl-7,9-dihydro-1H-purin-6,8-dion NC=1NC(C=2N(C(N(C2N1)[C@@H]1O[C@@H](C[C@H]1O)CO)=O)CC(C)C)=O